C(C(C)C)O[Al](OCC(C)C)OCC(C)C Triisobutoxyaluminum